ClC1=CC=C(C=C1)C1C=COC2=C1C(CC(C2)(C)C)=O 4-(4-chlorophenyl)-7,7-dimethyl-7,8-dihydro-4H-benzopyran-5-one